ClC=1C=C(C=C(C1)Cl)C1(CC(=NN1)C1=NN=C(O1)SCC(=O)NCCC)C(F)(F)F 2-((5-(5-(3,5-dichlorophenyl)-5-(trifluoromethyl)-4,5-dihydro-1H-pyrazol-3-yl)-1,3,4-oxadiazol-2-yl)thio)-N-propylacetamide